ClC1=C(C(=CC=C1)OC)C1(CC1)C(=O)N[C@H](C(=O)O)CCN(CCCCC1=NC=2NCCCC2C=C1)CCOC(C)C (S)-2-(1-(2-chloro-6-methoxyphenyl)cyclopropane-1-carboxamido)-4-((2-isopropoxyethyl)(4-(5,6,7,8-tetrahydro-1,8-naphthyridin-2-yl)butyl)amino)butanoic acid